4-chloro-2-((4-chloro-2-(1-methoxyvinyl)phenyl)ethynyl)aniline ClC1=CC(=C(N)C=C1)C#CC1=C(C=C(C=C1)Cl)C(=C)OC